C1(CC1)N1NC=C(C1)C(=O)N 2-cyclopropyl-1H-pyrazole-4-carboxamide